CC=1N=NN=NC1 methyl-tetrazine